succinoyl dichloride C(CCC(=O)Cl)(=O)Cl